2-(2-Fluorophenyl)-8-[(1R)-1-[3-fluoro-2-(2H-tetrazol-5-yl)anilino]ethyl]-3,6-dimethyl-chromen-4-one FC1=C(C=CC=C1)C=1OC2=C(C=C(C=C2C(C1C)=O)C)[C@@H](C)NC1=C(C(=CC=C1)F)C=1N=NNN1